N=1N=C(NC1)N1C=CC2=CC=CC=C12 (4H-1,2,4-triazol-3-yl)-1H-indole